COC1=NC2=C(N1C(=O)NCCCC1=CC=CC=C1)C=C(C=C2)N2CCOCC2 methoxy-6-morpholino-N-(3-phenylpropyl)-1H-benzo[d]Imidazole-1-carboxamide